1,2,4-Triazolium [NH+]=1NC=NC1